N1C(=NC=C1)C(C(C)(C)OC)=O 1-(1H-imidazol-2-yl)-2-methoxy-2-methylpropan-1-one